C(C(C)C)N1C=CC=2C(=NC(=CC21)NC=2SC(=CN2)C)C2=CC1CCCC(C2)N1C(C=C)=O 1-(3-(1-isobutyl-6-((5-methylthiazol-2-yl)amino)-1H-pyrrolo[3,2-c]pyridin-4-yl)-9-azabicyclo[3.3.1]non-2-en-9-yl)prop-2-en-1-one